4-(4-((1R,5S)-3,9-diazabicyclo[3.3.1]nonan-9-yl)-6,8-difluoro-2-(((2R,7aS)-2-fluorotetrahydro-1H-pyrrolizin-7a(5H)-yl)methoxy)quinazolin-7-yl)-5-ethyl-6-fluoronaphthalen-2-ol [C@H]12CNC[C@H](CCC1)N2C2=NC(=NC1=C(C(=C(C=C21)F)C2=CC(=CC1=CC=C(C(=C21)CC)F)O)F)OC[C@]21CCCN1C[C@@H](C2)F